1-propylsorbitol C(CC)C(O)[C@H](O)[C@@H](O)[C@H](O)[C@H](O)CO